ethyl-cytidine C(C)[C@@]1([C@H](O)[C@H](O)[C@@H](CO)O1)N1C(=O)N=C(N)C=C1